OCCOC1=CC=C(C=C1)C1(C2=CC=CC(=C2C=2C(=CC=CC12)C=1C2=CC=CC=C2C=C2C=CC=CC12)C=1C2=CC=CC=C2C=C2C=CC=CC12)C1=CC=C(C=C1)OCCO 9,9-bis(4-(2-hydroxyethoxy)phenyl)-4,5-di(9-anthryl)fluorene